N[C@@H](C(C)C)C(=O)O[C@@H]1[C@H](O[C@]([C@@H]1O)(C1=CC=C2C(=NC=NN21)NC(=O)OCOC(C(C)(C)C)=O)C#N)COC(CC2CCCCC2)=O (2R,3S,4R,5R)-5-cyano-2-((2-cyclohexylacetoxy)methyl)-4-hydroxy-5-(4-((((pivaloyloxy)methoxy)carbonyl)amino)pyrrolo[2,1-f][1,2,4]triazin-7-yl)tetrahydrofuran-3-yl L-valinate